COP(=O)(O)C(C(=O)O)CC(=O)O α-methylphosphonosuccinic acid